methyl 2-(3-isopropyl-4-methoxy-6-oxopyridazin-1(6H)-yl)acetate C(C)(C)C1=NN(C(C=C1OC)=O)CC(=O)OC